FC(C(=O)O)(F)F.C(CCCC)(=O)N pentanoic acid amide trifluoroacetate salt